Tert-butyl (S)-2-(3-(1-heptyl-1H-indol-4-yl)-1,2,4-oxadiazol-5-yl)pyrrolidine-1-carboxylate C(CCCCCC)N1C=CC2=C(C=CC=C12)C1=NOC(=N1)[C@H]1N(CCC1)C(=O)OC(C)(C)C